NC1=C2C(=NC=N1)N(N=C2C2=CC=C(C=C2)OC2=CC=CC=C2)C2C(CN(CC2)C2CCN(CC2)C2CN(C2)C(=O)OC(C)(C)C)F trans-tert-butyl 3-(4-(4-amino-3-(4-phenoxyphenyl)-1H-pyrazolo[3,4-d]pyrimidin-1-yl)-3-fluoro-[1,4'-bipiperidin]-1'-yl)azetidine-1-carboxylate